5-[(4-fluoro-1-methylpiperidin-4-yl)carbonyl]-N-[5-fluoro-2-(2,2,2-trifluoroethoxy)pyrimidin-4-yl]-6,6-dimethyl-1,4,5,6-tetrahydropyrrolo[3,4-c]pyrazol-3-amine FC1(CCN(CC1)C)C(=O)N1C(C=2NN=C(C2C1)NC1=NC(=NC=C1F)OCC(F)(F)F)(C)C